C1CCCC(CCCCCC1)C(=O)O.C1=CC=CC=C1 benzene cycloundecane-5-carboxylate